N1=C(C=CC=C1)N1CCC2(CCN(CC2)C(=O)OC(C)(C)C)CC1 tert-butyl 9-(pyridin-2-yl)-3,9-diazaspiro[5.5]undecane-3-carboxylate